3-(2-Chloro-3-(1,4-benzodioxan-6-yl)anilino)isothiazolo[4,5-b]pyridin ClC1=C(NC2=NSC=3C2=NC=CC3)C=CC=C1C1=CC3=C(OCCO3)C=C1